C(C)(C)(C)N1C[C@H]([C@@H](C1)C1=CC=CC=C1)C(=O)NCC1=C2C=CN=CC2=CC=C1 tert-Butyl-(3S,4R)-N-(isoquinolin-5-ylmethyl)-4-phenylpyrrolidine-3-carboxamide